ClC=1C(=C(C(N(N1)C)=O)CC(=O)NC1(CCC1)C(F)F)CO 2-(6-chloro-5-(hydroxymethyl)-2-methyl-3-oxo-2,3-dihydropyridazin-4-yl)-N-(1-(difluoro-methyl)cyclobutyl)acetamide